6,7,3',4'-tetrahydroxyisoflavone OC=1C=C2C(C(=COC2=CC1O)C1=CC(=C(C=C1)O)O)=O